(3-((2-(((4-nitrophenoxy)carbonyl)oxy)ethyl)thio)adamantan-1-yl)carbamic acid tert-butyl ester C(C)(C)(C)OC(NC12CC3(CC(CC(C1)C3)C2)SCCOC(=O)OC2=CC=C(C=C2)[N+](=O)[O-])=O